(S)-(4-(4-chloropyrazolo[1,5-a]pyridin-2-yl)-6,7-dihydro-1H-imidazo[4,5-c]pyridin-5(4H)-yl)(1-methyl-1H-1,2,4-triazol-5-yl)methanone ClC=1C=2N(C=CC1)N=C(C2)[C@H]2N(CCC1=C2N=CN1)C(=O)C1=NC=NN1C